FC1=CC=C(C=C1)NC(=O)C=1N=NC(=CC1)NC1C[C@@H]2[C@@H](CN(C2)CC2CCOCC2)C1 N-(4-fluorophenyl)-6-(((3aR,5s,6aS)-2-((tetrahydro-2H-pyran-4-yl)methyl)octahydrocyclopenta[c]pyrrol-5-yl)amino)pyridazine-3-carboxamide